5-((S)-2-amino-2-cyclohexylacetamido)-2-isopropyl-2,3-dihydro-1H-indene-2-carboxylic acid methyl ester COC(=O)C1(CC2=CC=C(C=C2C1)NC([C@H](C1CCCCC1)N)=O)C(C)C